hydroxy-2,5-dioxopyrrolidine-3-sulfonic acid ON1C(C(CC1=O)S(=O)(=O)O)=O